(R)-2-fluoro-5-((4-methylmorpholin-2-yl)methoxy)-3-(5-methylthiazol-2-yl)-N-((2-(Trifluoromethyl)pyrimidin-5-yl)methyl)benzamide FC1=C(C(=O)NCC=2C=NC(=NC2)C(F)(F)F)C=C(C=C1C=1SC(=CN1)C)OC[C@H]1CN(CCO1)C